NC=1C=2N(C3=CC(=C(C=C3N1)F)C(=O)N([C@@H]1COC3=C1C=CC(=C3)C=3C=NN(C3)C3COC3)C)C=NC2 (S)-4-amino-7-fluoro-N-methyl-N-(6-(1-(oxetan-3-yl)-1H-pyrazol-4-yl)-2,3-dihydrobenzofuran-3-yl)imidazo[1,5-a]quinoxaline-8-carboxamide